(3S)-3-piperidyl-5-(trifluoromethyl)pyrimidin-2-amine N1C[C@H](CCC1)C1=NC(=NC=C1C(F)(F)F)N